CC=1N=CN(C1C)COCC[Si](C)(C)C 4,5-dimethyl-1-[[2-(trimethylsilyl)ethoxy]methyl]imidazole